C(C1CCC(CC1)N)C1CCC(CC1)N 4,4'-Methylenbis(cyclohexylamin)